9-((1s,4s)-4-(aminomethyl)cyclohexyl)-N8-(2-fluoro-5-(trifluoromethyl)phenyl)-N2-(1-methylcyclobutyl)-9H-purine-2,8-diamine NCC1CCC(CC1)N1C2=NC(=NC=C2N=C1NC1=C(C=CC(=C1)C(F)(F)F)F)NC1(CCC1)C